C(=O)(O)C1=C(C=CC=C1)C=1C2=CC=C(C=C2OC2=CC(C=CC12)=C(C)[NH2+]CC)N(CC)CC (9-(2-carboxyphenyl)-6-(diethylamino)-3H-xanthen-3-ylidene)-N-ethylethanaminium